C(C)(C)[C@H]1CO[C@@]23CC[C@H](C[C@H]3CCC(N21)=O)OCC2=CC=C(C=C2)C(F)(F)F (3S,7aR,9R,11aR)-3-isopropyl-9-[[4-(trifluoromethyl)phenyl]methoxy]-3,6,7,7a,8,9,10,11-octahydro-2H-oxazolo[2,3-j]quinolin-5-one